C1(CC1)C1=CC=CC=2N(CCOCC21)C2=NC(N(C1=CC(=C(C=C21)C#N)OCCO)C)=O 4-(6-cyclopropyl-2,3-dihydrobenzo[e][1,4]oxazepin-1(5H)-yl)-7-(2-hydroxyethoxy)-1-methyl-2-oxo-1,2-dihydroquinazoline-6-carbonitrile